(4-methoxybenzyl)-6-(4,4,5,5-tetramethyl-1,3,2-dioxaborolan-2-yl)-2-(1-(2,4,4-trimethyl-pentan-2-yl)-1H-tetrazol-5-yl)hexan-2-amine COC1=CC=C(CCC(CCCCB2OC(C(O2)(C)C)(C)C)(N)C2=NN=NN2C(C)(CC(C)(C)C)C)C=C1